(±)-cis-N-[8-amino-6-[4-(hydroxymethyl)-3-pyridyl]-3-isoquinolinyl]-2-fluoro-cyclopropanecarboxamide NC=1C=C(C=C2C=C(N=CC12)NC(=O)[C@H]1[C@H](C1)F)C=1C=NC=CC1CO |r|